1-phenylbut-2-yne-1,4-diol C1(=CC=CC=C1)C(C#CCO)O